ClC=1C=CC=C2C(=NC(=NC12)C=1C=NC(=CC1)Cl)C(=O)NCCO 8-chloro-2-(6-chloro-3-pyridinyl)-N-(2-hydroxyethyl)quinazoline-4-carboxamide